[Cl-].[Cl-].CC1=C(C(=C(C1(C)[Zr+3])C)C)C (pentamethylcyclopentadienyl)zirconium (IV) dichloride